O=C1NC(CCC1C=1C=C(CNC(=O)C2=CC3=C(O2)C(C2=CC=CC=C2C3=O)=O)C=CC1)=O N-(3-(2,6-dioxopiperidin-3-yl)benzyl)-4,9-dioxo-4,9-dihydronaphtho[2,3-b]furan-2-carboxamide